2,3-dibromo-1-iodobenzene BrC1=C(C=CC=C1Br)I